N-cyclobutyl-ammonia C1(CCC1)N